(5-chloro-1,2,4-triazin-3-yl)morpholine ethyl-methyl(4-(5-(trifluoromethyl)-1,2,4-oxadiazol-3-yl)benzyl)phosphinate C(C)OP(=O)(CC1=CC=C(C=C1)C1=NOC(=N1)C(F)(F)F)C.ClC=1N=C(N=NC1)N1CCOCC1